5-(2,6-dichloro-4-(2,5-dimethyl-1H-pyrrol-1-yl)phenoxy)-1-(3-methoxybenzyl)pyridin-2(1H)-one ClC1=C(OC=2C=CC(N(C2)CC2=CC(=CC=C2)OC)=O)C(=CC(=C1)N1C(=CC=C1C)C)Cl